tert-Butyl N2-(tert-butoxycarbonyl)-N4,N4-dimethyl-L-asparaginate C(C)(C)(C)OC(=O)N[C@@H](CC(N(C)C)=O)C(=O)OC(C)(C)C